C(C)(C)(C)OC(=O)NCCCCCC(=O)N[C@@H](C(=O)O)C1=CC=CC=C1 (R)-2-[6-(tert-butoxycarbonylamino)hexanamido]-2-phenylacetic acid